4-(naphthalen-1-yl)piperazine-1-carboximidamide C1(=CC=CC2=CC=CC=C12)N1CCN(CC1)C(N)=N